(S)-N-(3-(1-((2-ethyl-2H-pyrazolo[3,4-b]pyrazin-6-yl)amino)ethyl)phenyl)-5-methyl-6-(4-methylpiperazin-1-yl)nicotinamide C(C)N1N=C2N=C(C=NC2=C1)N[C@@H](C)C=1C=C(C=CC1)NC(C1=CN=C(C(=C1)C)N1CCN(CC1)C)=O